tert-butyl (4-((4-(4-(2,6-dioxopiperidin-3-yl)-2-fluorophenyl)piperazin-1-yl)methyl)-3,3-difluoropiperidin-1-yl)carbamate O=C1NC(CCC1C1=CC(=C(C=C1)N1CCN(CC1)CC1C(CN(CC1)NC(OC(C)(C)C)=O)(F)F)F)=O